bis(2-mercaptoethyl)ether SCCOCCS